C(C)N1N=C(C(=C1)C=1C(=NC=CC1C1=C2C(=CN=C1)SC(=C2)C#N)OCC2=CC=C(C=C2)OC)C(F)(F)F 4-(3-(1-Ethyl-3-(trifluoromethyl)-1H-pyrazol-4-yl)-2-((4-methoxybenzyl)oxy)pyridin-4-yl)thieno(2,3-c)pyridine-2-carbonitrile